4-(cyclopropylmethyl)-1-methylquinolin-2(1H)-one C1(CC1)CC1=CC(N(C2=CC=CC=C12)C)=O